CC(=CCC1(C=CC(=C2OC=3C=C(C=C(C3C(C2O)=O)O)O)C=C1)O)C 4'-dimethylallyl-kaempferol